methacryloxypropyl-methyldiethoxysilane C(C(=C)C)(=O)OCCC[Si](OCC)(OCC)C